C1(CCCCC1)N1C(C(=CC1=O)C1N(CCC1)C1=CC=CC=C1)=O 1-Cyclohexyl-3-(1-phenylpyrrolidin-2-yl)-1H-pyrrole-2,5-dione